C1(=CC(C)=CC=C1C(C)C)OC thymyl-methylether